CC1=C(C(=CC=C1)C)C(C(=O)NC(=S)NC)C1=NC=CC(=C1)C(F)(F)F 2-(2,6-dimethylphenyl)-N-(methylaminothioformyl)-2-(4-(trifluoromethyl)pyridin-2-yl)acetamide